3,4,6,7-TETRAHYDRO-2,7-NAPHTHYRIDIN C1=NCCC2=CCNC=C12